(+)-8-((1S,2S)-2-hydroxy-2-(methyl-d3)cyclopentyl)-6-(methyl-d3)-2-((1-((methyl-d3)sulfonyl)piperidin-4-yl-3,3,5,5-d4)-amino)pyrido[2,3-d]pyrimidin-7(8H)-one O[C@@]1([C@H](CCC1)N1C(C(=CC2=C1N=C(N=C2)NC2C(CN(CC2([2H])[2H])S(=O)(=O)C([2H])([2H])[2H])([2H])[2H])C([2H])([2H])[2H])=O)C([2H])([2H])[2H]